[Co].[Li].[C@]12(COC[C@H]2C1)C1=NC(=CC(=C1)C=1C=C(C=CC1C)NC(C1=CC(=NC=C1)C(F)(F)F)=O)OCCO N-(3-(2-((1R,5S)-3-oxabicyclo[3.1.0]hex-1-yl)-6-(2-hydroxyethoxy)pyridin-4-yl)-4-methylphenyl)-2-(trifluoromethyl)isonicotinamide lithium cobalt